3-(1,1-difluoro-2-((1R,3r,5S)-3-hydroxy-9-azabicyclo[3.3.1]nonan-9-yl)-2-oxoethyl)-4-fluoro-N-(4-fluoro-3-methylphenyl)benzamide FC(C(=O)N1[C@H]2CC(C[C@@H]1CCC2)O)(F)C=2C=C(C(=O)NC1=CC(=C(C=C1)F)C)C=CC2F